FC1(OC(=C(O1)C(F)(F)F)C(F)(F)F)F perfluoro(dimethyl-dioxole)